F[P-](F)(F)(F)(F)F.OCCCN1CN(C=C1)CCCCCCCC 1-(3'-hydroxypropyl)-3-octyl-imidazole hexafluorophosphate